carbonic acid di(trifluoromethyl) ester FC(F)(F)OC(OC(F)(F)F)=O